methylcyclohexene-1,2-dicarboxylic anhydride CC1C=CCC2C1C(=O)OC2=O